FC1=CC=2N(C=C1)C(=CN2)C=2C=NC=1C(=CN=C(C1C2)N)I 3-(7-fluoroimidazo[1,2-a]pyridin-3-yl)-8-iodo-1,6-naphthyridin-5-amine